ClC=1C=C2CCC[C@]3(C2=CC1)CN(C1=C(OC3)C=CC(=C1)C(=O)OC)C[C@H]1[C@@H](CC1)[C@H](CC=C)O (S)-METHYL 6'-CHLORO-5-(((1R,2R)-2-((S)-1-HYDROXYBUT-3-EN-1-YL) CYCLOBUTYL)METHYL)-3',4,4',5-TETRAHYDRO-2H,2'H-SPIRO[BENZO[B][1,4]OXAZEPINE-3,1'-NAPHTHALENE]-7-CARBOXYLATE